ethyl 3-(2-(trifluoromethyl) phenethyl)-1H-pyrazole-5-carboxylate FC(C1=C(CCC2=NNC(=C2)C(=O)OCC)C=CC=C1)(F)F